methoxypropoxyneopentyl glycol COCCCOC(O)C(C)(CO)C